ClC1=C(CNC(CN2N=C(C=CC2=O)C=2C=NC(=CC2)OC(F)F)=O)C=CC=C1 N-(2-chlorobenzyl)-2-(3-(6-(difluoromethoxy)pyridin-3-yl)-6-oxopyridazin-1(6H)-yl)acetamide